NC([C@H]([C@@H](C)O)N1C(C=CC=C1)COC=1C=CC2=C(C=C(O2)C)C1)=O N-((2S,3R)-1-amino-3-hydroxy-1-oxobutan-2-yl)-2-methyl-5-(pyridin-2-ylmethoxy)benzofuran